thieno[2,3-c]naphthyridin C1=CSC=2C=NC=3N=CC=CC3C21